C1(CC1)NC1=CC(=NC=2N1N=CC2C#N)NC2=CC(=C(C=C2)N2CC(C2)O)C[S@](=O)C |r| (±)-7-(Cyclopropylamino)-5-((4-(3-hydroxyazetidin-1-yl)-3-((methylsulfinyl)methyl)phenyl)amino)pyrazolo[1,5-a]pyrimidin-3-carbonitril